2-(((1-(3-((1-(4-chlorophenyl)-2-oxo-2-(6'-(trifluoromethoxy)spiro[cyclopropane-1,3'-indolin]-1'-yl)ethyl)amino)-5-methoxyphenyl)ethylidene)amino)oxy)propanoic acid ClC1=CC=C(C=C1)C(C(N1CC2(C3=CC=C(C=C13)OC(F)(F)F)CC2)=O)NC=2C=C(C=C(C2)OC)C(C)=NOC(C(=O)O)C